ClC1=CC=C(C=C1)NC1=CC(=NC(=N1)S(=O)C)NCCNC(C1=C(N=CC=C1)OC)=O N-(2-(6-(4-Chlorophenylamino)-2-(methylsulfinyl)pyrimidin-4-ylamino)ethyl)-2-methoxynicotinamide